5-Pentyl-2-propan-2-ylbenzene-1,3-diol C(CCCC)C=1C=C(C(=C(C1)O)C(C)C)O